C1=C2C(N3C(=NC2=CC=C1)C(C1=CC=CC=C13)=O)=O indolo[2,1-b]quinazoline-6,12-dione